(2R)-3-(3-oxa-8-azabicyclo[3.2.1]octan-8-yl)-2-methylpropan-1-ol C12COCC(CC1)N2C[C@H](CO)C